COC(C(=CC1=C(C=CC=C1)C)C1=CC=CC=C1)=O 2-phenyl-3-(o-tolyl)acrylic acid methyl ester